ClC1=C(C=CC(=C1)OC)NC(CC(=O)OCC)=O ethyl 3-((2-chloro-4-methoxyphenyl)amino)-3-oxopropanoate